ClC1=C(C(=CC=2C3=C(OC21)C(C(CC3)=O)=CNC3=CC=C(C=C3)C)O)Cl 6,7-dichloro-1,4-dihydro-8-hydroxy-4-[(4-methylphenylamino)methylen]dibenzo[b,d]furan-3(2H)-one